The molecule is an addition compound obtained by combining equimolar amounts of (2Z,3Z)-bis{amino[(2-aminophenyl)sulfanyl]methylidene}butanedinitrile (U0126) and ethanol. An inhibitor of mitogen-activated protein kinase that also exhibits anti-cancer properties. It has a role as an EC 2.7.11.24 (mitogen-activated protein kinase) inhibitor, an apoptosis inducer, an antineoplastic agent, an antioxidant, an osteogenesis regulator and a vasoconstrictor agent. It contains an U0126. CCO.C1=CC=C(C(=C1)N)S/C(=C(/C(=C(/SC2=CC=CC=C2N)\\N)/C#N)\\C#N)/N